6-(3-isopropyl-5-(piperidin-4-yl)-1H-indol-2-yl)-2,4-dimethylpyridazin-3(2H)-one C(C)(C)C1=C(NC2=CC=C(C=C12)C1CCNCC1)C=1C=C(C(N(N1)C)=O)C